FC(OC1=C(C=CC(=C1F)F)[C@@H]1[C@H](O[C@@]([C@@H]1C)(C(F)(F)F)C)C(=O)NC1=CC(=NC=C1)C(=O)N)F 4-((2S,3R,4R,5S)-3-(2-(difluoromethoxy)-3,4-difluorophenyl)-4,5-dimethyl-5-(trifluoromethyl)tetrahydrofuran-2-carboxamido)picolinamide